ClC1=NC2=C(C3=CC=CC=C13)N(C1=CC=C(C=C12)OC)CCCN1CCC(CC1)O 1-(3-(5-chloro-8-methoxy-11H-indolo[3,2-c]isoquinolin-11-yl)propyl)piperidin-4-ol